GLYCOLALDEHYD C(CO)=O